2-(2,6-dioxopiperidin-3-yl)-5-((3-(trans-3-(4-(5-(piperidin-4-yl)quinoxalin-2-yl)-1H-pyrazol-1-yl)cyclobutyl)propyl)amino)isoindoline-1,3-dione O=C1NC(CCC1N1C(C2=CC=C(C=C2C1=O)NCCC[C@@H]1C[C@H](C1)N1N=CC(=C1)C1=NC2=CC=CC(=C2N=C1)C1CCNCC1)=O)=O